FC1=CC=C(OC[C@H]2N(C3CC(C2)C3)C(=O)C3=C(C=CC(=C3)C)N3N=CC=N3)C=C1 (3S)-3-(4-fluorophenoxymethyl)-2-{[5-methyl-2-(2H-1,2,3-triazol-2-yl)phenyl]carbonyl}-2-azabicyclo[3.1.1]heptane